3-(8-(2-(3,3-difluoroazetidin-1-yl)-2-oxoethyl)-3-(p-tolyl)-1,4,8-triazaspiro[4.5]dec-1,3-dien-2-yl)-N-(quinolin-3-yl)acrylamide Lanthanum-Calcium-Manganese [Mn].[Ca].[La].FC1(CN(C1)C(CN1CCC2(N=C(C(=N2)C=CC(=O)NC=2C=NC3=CC=CC=C3C2)C2=CC=C(C=C2)C)CC1)=O)F